C(C)(C)(C)OC(=O)N(C(OCCCC)=O)C1=NC(=C(N=C1)C#N)Cl butyl N-tert-butoxycarbonyl-N-(6-chloro-5-cyano-pyrazin-2-yl)carbamate